5-bromo-N-(6-(4-cyclopropyl-4H-1,2,4-triazol-3-yl)pyridin-2-yl)-1H-indazole-3-carboxamide BrC=1C=C2C(=NNC2=CC1)C(=O)NC1=NC(=CC=C1)C1=NN=CN1C1CC1